FC(C=1C=C(CNC2=NC=C(C=N2)C2=NNC(O2)=O)C=CC1)(F)F 5-(2-((3-(trifluoromethyl)benzyl)amino)pyrimidin-5-yl)-1,3,4-oxadiazol-2(3H)-one